2-(5-(((1S,3'R,4'S,5'S,6'R)-5-Chloro-3',4',5'-trihydroxy-6'-methyl-3',4',5',6'-tetrahydro-3H-spiro[isobenzofuran-1,2'-pyran]-6-yl)methyl)-thiophen-2-yl)-N-methylacetamid ClC=1C=C2CO[C@]3(O[C@@H]([C@H]([C@@H]([C@H]3O)O)O)C)C2=CC1CC1=CC=C(S1)CC(=O)NC